N,N-dimethyl-2-(5-fluoro-1H-pyrrolo[2,3-b]pyridin-3-yl)ethan-1-amine CN(CCC1=CNC2=NC=C(C=C21)F)C